NC1=C(C=C(C=C1)C1=CC=C(C=C1)F)NC(=O)C=1C=C2CCC(CC2=CC1)N1CCNCC1 N-[2-amino-5-(4-fluorophenyl)phenyl]-2-piperazin-1-yl-tetrahydronaphthalene-6-carboxamide